3-Aminopropyl-trihydroxysilane NCCC[Si](O)(O)O